4-Chloro-N'-((1,2,3,5,6,7-hexahydrodicyclopenta[b,e]pyridin-8-yl)carbamoyl)-5-(2-hydroxypropan-2-yl)thiophene-2-sulfonimidamide ClC=1C=C(SC1C(C)(C)O)S(=O)(N)=NC(NC1=C2C(=NC3=C1CCC3)CCC2)=O